(R)-1-((S)-5H-imidazo[5,1-a]isoindol-5-yl)propan-1-ol C=1N=CN2C1C1=CC=CC=C1[C@H]2[C@@H](CC)O